ClC1=C(C=2OCCC3N(C2N=C1)CC(CC3)O)C 3-chloro-10-hydroxy-4-methyl-7,7a,8,9,10,11-hexahydro-6H-dipyrido[3,2-b:1',2'-d][1,4]oxazepin